C(C)(C)(C)C1=NC(=NO1)C(=O)NCC1=C(C=C(C(=C1)F)C1=CC(=NC=C1)NC(=O)C1CC1)Cl 5-(tert-butyl)-N-(2-chloro-4-(2-(cyclopropanecarboxamido)pyridin-4-yl)-5-fluorobenzyl)-1,2,4-oxadiazole-3-carboxamide